N=1NC(C=CC1)=O pyridazine-3(2H)-one